4,8-dihydroxy-benzo[1,2-b:4,5-b']dithiophene OC1=C2C(SC=C2)=C(C2=C1SC=C2)O